CNC1(C=CC=O)CC=C(C=C1)NC 1,4-dimethylaminocinnamaldehyde